N-{[(1r,4r)-4-(6-cyano-2H-indazol-2-yl)cyclohexyl]methyl}-2,3,5-trifluoro-4-[(4-methoxyphenyl)methoxy]benzamide C(#N)C=1C=CC2=CN(N=C2C1)C1CCC(CC1)CNC(C1=C(C(=C(C(=C1)F)OCC1=CC=C(C=C1)OC)F)F)=O